C(C)(C)C1CCC(=CC1SC[C@H](N)C(=O)OCC)C ethyl S-(6-isopropyl-3-methylcyclohex-2-en-1-yl)cysteinate